3-(2-(((2,4-difluorobenzyl)oxy)methyl)-5-methylphenyl)-2-iminothiazolidin-4-one FC1=C(COCC2=C(C=C(C=C2)C)N2C(SCC2=O)=N)C=CC(=C1)F